BrC1=CC2=C(C(=N1)NC=1C(=C(C(=C(C(=O)NC(C)C)C1)C)F)F)N(C=N2)C(C)C 5-((6-bromo-3-isopropyl-3H-imidazo[4,5-c]pyridin-4-yl)amino)-3,4-difluoro-N-isopropyl-2-methylbenzamide